C(CCCCCCCCCCC)(=O)[O-].[Zn+2].[Cu+2].C(CCCCCCCCCCC)(=O)[O-].C(CCCCCCCCCCC)(=O)[O-].C(CCCCCCCCCCC)(=O)[O-] copper-zinc dodecanoate